methyl 2-fluoro-4-(4,4,5,5-tetramethyl-1,3,2-dioxaborolan-2-yl)benzoate FC1=C(C(=O)OC)C=CC(=C1)B1OC(C(O1)(C)C)(C)C